ClC=1C(=C(C=CC1)NCC(=O)N1[C@@H]2CC([C@H]([C@H]1C(=O)N[C@H](C[C@@H]1C(NCC1)=O)\C=C(\S(=O)(=O)C)/F)CC2)(F)F)C (1S,3S,4S)-2-((3-chloro-2-methylphenyl)glycyl)-5,5-difluoro-N-((R,E)-4-fluoro-4-(methylsulfonyl)-1-((R)-2-oxopyrrolidin-3-yl)but-3-en-2-yl)-2-azabicyclo[2.2.2]octane-3-carboxamide